3-(4-fluorophenyl)-5-methyl-1H-pyrazole FC1=CC=C(C=C1)C1=NNC(=C1)C